diethylaminomethylmethoxydimethylsilane C(C)N(CC)C[Si](C)(C)OC